N1C(=CC=2C=NC=CC21)CNC(CC=2C(=NC=C(C2)N)C2=CC=CC=C2)=O N-((1H-pyrrolo[3,2-c]pyridine-2-yl)methyl)-2-(5-amino-2-phenylpyridin-3-yl)acetamide